NCC=1C(NC(=CC1CC)C)=O 3-(aminomethyl)-4-ethyl-6-methylpyridin-2(1H)-one